(Z)-1-methoxy-4-(1-((1-((1-methoxypropan-2-yl)oxy)propan-2-yl)oxy)prop-1-en-2-yl)benzene COC1=CC=C(C=C1)\C(=C/OC(COC(COC)C)C)\C